(2R,4R)-N-(5-(3-cyclopropyl-1-((R)-1,1-dimethylethylsulfinyl)-1-(pyridin-4-yl)propyl)-2-fluorophenyl)-4-methoxypyrrolidine-2-carboxamide C1(CC1)CCC(C1=CC=NC=C1)([S@](=O)C(C)(C)C)C=1C=CC(=C(C1)NC(=O)[C@@H]1NC[C@@H](C1)OC)F